N-methyl-ethoxyethyl-amide tetraacetate C(C)(=O)[O-].C(C)(=O)[O-].C(C)(=O)[O-].C(C)(=O)[O-].C[N-]CCOCC